6-((1R,2R)-2-(3-Cyano-1H-pyrazol-1-yl)cyclobutyl)-4-oxo-1-((R)-1-(6-(trifluoromethyl)pyridin-3-yl)ethyl)-4,5-dihydro-1H-pyrazolo[3,4-d]pyrimidin-3-carbonitril C(#N)C1=NN(C=C1)[C@H]1[C@@H](CC1)C=1NC(C2=C(N1)N(N=C2C#N)[C@H](C)C=2C=NC(=CC2)C(F)(F)F)=O